quinolone lithium [Li].N1C(C=CC2=CC=CC=C12)=O